C(CCCS(=O)(=O)[O-])S(=O)(=O)[O-] 1,4-butanedisulfonate